ClC=1C(=CC(=NC1)OC)C1=CC(=NN1)C(=O)N1CCC(CC1)C(=O)NCC1OCCC1 1-[5-(5-chloro-2-methoxypyridin-4-yl)-1H-pyrazole-3-carbonyl]-N-[(oxolan-2-yl)methyl]piperidine-4-carboxamide